succinimidyl-3-[4-hydroxyphenyl]propionate C1(CCC(N1C(C(=O)[O-])CC1=CC=C(C=C1)O)=O)=O